1-(4-(7-(3-amino-2-fluoro-6-(trifluoromethyl)phenyl)-6-methyl-2-((1-methylpyrrolidin-2-yl)methoxy)-5,6,7,8-tetrahydroquinazolin-4-yl)-3-methylpiperazin-1-yl)prop-2-en-1-one NC=1C(=C(C(=CC1)C(F)(F)F)C1C(CC=2C(=NC(=NC2C1)OCC1N(CCC1)C)N1C(CN(CC1)C(C=C)=O)C)C)F